3-[(1S)-1-(2-butyl-5-{[4-(5-chloro-2-oxo-1,2-dihydropyridin-1-yl)phenyl]methyl}-6-hydroxy-4-oxo-1,4-dihydropyrimidin-1-yl)propyl]benzonitrile C(CCC)C=1N(C(=C(C(N1)=O)CC1=CC=C(C=C1)N1C(C=CC(=C1)Cl)=O)O)[C@@H](CC)C=1C=C(C#N)C=CC1